C1=CC=CC=2C3=CC=CC=C3N(C12)C=1C=C(C=CC1)C1=CC=C(C=C1)N(C=1C=C(C(=CC1)C1=CC=CC=C1)C1=CC=CC=C1)C1=CC=CC=2OC3=C(C21)C=CC=C3 N-(3'-(9H-carbazol-9-yl)-[1,1'-biphenyl]-4-yl)-N-(dibenzofuran-1-yl)-[1,1':2',1''-terphenyl]-4'-amine